CC1(CC(CCC1)C=1CCCC2=C(C1C1=CC=C(C=C1)CC1CN(C1)CCCF)C=CC=C2)C 8-(3,3-Dimethylcyclohexyl)-9-(4-((1-(3-fluoropropyl)azetidin-3-yl)methyl)phenyl)-6,7-dihydro-5H-benzo[7]annulen